COC=1C=C(C=CC1OC)C(=O)C1=CC=C(C=C1)C(F)(F)F (3,4-dimethoxyphenyl)(4-(trifluoromethyl)phenyl)methanone